(R)-4-methyl-N-(1-(2-methyl-3-(methylsulfonyl)phenyl)ethyl)-7-morpholinopyrido[3,4-d]pyridazin-1-amine CC=1N=NC(=C2C1C=NC(=C2)N2CCOCC2)N[C@H](C)C2=C(C(=CC=C2)S(=O)(=O)C)C